C(CC(=O)C)(=O)O.C(CCC)(=O)SCCNC(CCNC([C@@H](C(COP(OP(OC[C@@H]1[C@H]([C@H]([C@@H](O1)N1C=NC=2C(N)=NC=NC12)O)OP(=O)(O)O)(=O)O)(=O)O)(C)C)O)=O)=O butyryl-CoA acetoacetate